NCCN(CCCCCC)C[C@H]([C@H]([C@@H]([C@@H](CO)O)O)O)O (2R,3R,4R,5S)-6-((2-aminoethyl)((2R,3R,4R,5R)-2,3,4,5,6-pentahydroxyhexyl)amino)hexane